BrC=1C=C(C2=C(OC3=C2C=CC=C3)C1)[Se]C1=CC=CC=C1 3-bromo-1-(phenylseleno)dibenzo[b,d]Furan